C1(CC1)C1=C(C=C(C(=O)O)C=C1)OCC(F)(F)F 4-cyclopropyl-3-(2,2,2-trisFluoroethoxy)benzoic acid